dihydronicotinic acid amide C(C1CN=CC=C1)(=O)N